C(C1=CC=CC=C1)C=1N=C(C2=C(N1)CN(C2)C(CC)=O)C2=NN(C=C2)C 1-(2-benzyl-4-(1-methyl-1H-pyrazol-3-yl)-5,7-dihydro-6H-pyrrolo[3,4-d]pyrimidin-6-yl)propan-1-one